N-[(1-methylcyclopropyl)methyl]-2-propanamidobutyramide CC1(CC1)CNC(C(CC)NC(CC)=O)=O